C[C@@H]1CN(CCC1)CC1=CC2=C(C(N(C=C2C(F)(F)F)C2=CC(=CC=C2)C2(CC3(CC3)C2)C2=NN=CN2C)=O)N1S(=O)(=O)C1=CC=C(C=C1)C 2-[[(3S)-3-methyl-1-piperidinyl]methyl]-6-[3-[5-(4-methyl-1,2,4-triazol-3-yl)spiro[2.3]hexane-5-yl]phenyl]-1-(p-tolylsulfonyl)-4-(trifluoromethyl)pyrrolo[2,3-c]pyridin-7-one